2-(6-(4-((1r,3r)-1'-(4-chloro-3-fluorophenyl)-3-methyl-1',2'-dihydrospiro[cyclobutane-1,3'-pyrrolo[3,2-b]pyridine]-5'-carbonyl)-3,3-dimethylpiperazin-1-yl)pyridin-3-yl)acetic acid ClC1=C(C=C(C=C1)N1CC2(C3=NC(=CC=C31)C(=O)N3C(CN(CC3)C3=CC=C(C=N3)CC(=O)O)(C)C)CC(C2)C)F